2-(3-methoxypropyl)-6-phenyl-N4-(pyridin-4-yl)-1,3,5-triazine-2,4-diamine COCCCC1(NC(=NC(=N1)NC1=CC=NC=C1)C1=CC=CC=C1)N